N-methacryloyl-3,4-bis(tert-butyldimethylsilyloxy)-L-phenylalanine C(C(=C)C)(=O)N[C@@H](CC1=CC(=C(C=C1)O[Si](C)(C)C(C)(C)C)O[Si](C)(C)C(C)(C)C)C(=O)O